2-(trifluoromethyl)thiazole-4-carbaldehyde FC(C=1SC=C(N1)C=O)(F)F